C1=CC=CC=2C3=CC=CC=C3C(C12)COC(=O)N[C@H](COCCOCCOC(C)(C)C)CN(CC(=O)OCCI)C(CN1C2=NC(=NC(=C2N=C1)N(C(=O)OC(C)(C)C)C(=O)OC(C)(C)C)N(C(=O)OC(C)(C)C)C(=O)OC(C)(C)C)=O 2-iodoethyl (S)-11-((((9H-fluoren-9-yl)methoxy)carbonyl)amino)-13-(2-(2,6-bis(bis(tert-butoxycarbonyl)amino)-9H-purin-9-yl)acetyl)-2,2-dimethyl-3,6,9-trioxa-13-azapentadecan-15-oate